C(C)OCCOCCOC1=NC=C(C=C1C1=CC=C(C(=N1)N1C(C[C@@H](C1)C)(C)C)C(=O)N)C 6-[2-(2-ethoxyethoxy)ethoxyl-5-methyl-3-pyridyl]-2-[(4S)-2,2,4-trimethylpyrrolidin-1-yl]pyridine-3-carboxamide